tricyclo[5.2.1.02,6]decan C12C3CCCC3C(CC1)C2